FC1=C(C=C(C=C1)N(C(=O)C=1N=CC=2N(C1)C(=CN2)C2=CC=C(C=C2)NC(OC)=O)C)OC methyl N-[4-[6-[(4-fluoro-3-methoxy-phenyl)-methyl-carbamoyl]imidazo[1,2-a]pyrazin-3-yl]phenyl]carbamate